FC(C(=O)O)(F)F.CC=1SC(=C(N1)C)S(=O)(=O)N 2,4-dimethylthiazole-5-sulfonamide trifluoroacetate